2-fluoro-N-(1-(2-methyl-1,3-dioxo-4-phenyl-2,8-diazaspiro[4.5]decane-8-carbonyl)cyclopentyl)-5-(trifluoromethyl)benzamide FC1=C(C(=O)NC2(CCCC2)C(=O)N2CCC3(C(C(N(C3=O)C)=O)C3=CC=CC=C3)CC2)C=C(C=C1)C(F)(F)F